O1C(=CC=C1)C=C1N=C(OC1=O)C1=CC=C(C=C1)CCCCC 4-(furan-2-ylmethylene)-2-(4-pentylphenyl)oxazol-5(4H)-one